3-{(S)-5-((S)-sec-butyl)-4-[4-(2-tert-butyl-cyclopropyl)-3-chloro-phenyl]-4-methyl-2-oxo-3,4-dihydro-2H-pyrimidin-1-yl}bicyclo[1.1.1]pentane-1-carboxylic acid [C@H](C)(CC)C=1[C@](NC(N(C1)C12CC(C1)(C2)C(=O)O)=O)(C)C2=CC(=C(C=C2)C2C(C2)C(C)(C)C)Cl